C(C)N1N=C(C=C1C(F)(F)F)C=1C=C2CN(C(C2=CC1)=O)C1C(NC(CC1)=O)=O 3-(5-(1-ethyl-5-(trifluoromethyl)-1H-pyrazol-3-yl)-1-oxoisoindolin-2-yl)piperidine-2,6-dione